FC1(OC2=C(O1)C=CC=C2S(=O)(=O)N2CC1(CCC1)CC2C)F 6-((2,2-Difluorobenzo[d][1,3]dioxol-4-yl)sulfonyl)-7-methyl-6-azaspiro[3.4]octane